FC(C=1C=C2CN(CC2=CC1)C(=O)[C@@H]1CC[C@H](CO1)NC(COC1=CC=C(C=C1)C(F)(F)F)=O)(F)F N-[(3R,6S)-6-[5-(trifluoromethyl)isoindoline-2-carbonyl]tetrahydropyran-3-yl]-2-[4-(trifluoromethyl)phenoxy]acetamide